FC(C=1C=C(C(=O)N[C@H](C)C=2C(=NC=CN2)C2=CC=C(C=N2)C(=O)N(C)CC2CC2)C=C(C1)C(F)(F)F)(F)F |r| (rac)-6-(3-{1-[3,5-Bis(trifluoromethyl)benzamido]ethyl}pyrazin-2-yl)-N-(cyclopropylmethyl)-N-methylpyridine-3-carboxamide